OCC(C(=O)O)C(C)C 2-(hydroxymethyl)-3-methylbutanoic acid